OCCC(=O)NNC(CC)=O propionic acid-3-hydroxy-2-(1-oxopropyl) hydrazide